2-(5-(4-chlorophenyl)thiophen-2-yl)-2-methylpropanamid ClC1=CC=C(C=C1)C1=CC=C(S1)C(C(=O)N)(C)C